FC=1C=C(C=C2C=NC=NC12)C#N 8-fluoroquinazoline-6-carbonitrile